2,6-bis(methylthio)-4-methyl-1,3-phenylenediamine CSC1=C(C(=CC(=C1N)C)SC)N